CN(CCN(C(C(=C)F)=O)[C@@H]1C[C@H](C1)OC1=C2C=NNC2=CC(=C1)C1=C(C=C(C=C1)O)C)C trans-N-(2-(dimethylamino)ethyl)-2-fluoro-N-[3-[(6-(4-hydroxy-2-methylphenyl)-1H-Indazol-4-yl)oxy]cyclobutyl]prop-2-enamide